N-{[3-(3-fluorophenyl)-1,2-oxazol-5-yl]methyl}-6-methyl-4-[(1-methylcyclopropyl)amino]furo[2,3-d]pyrimidine-5-carboxamide FC=1C=C(C=CC1)C1=NOC(=C1)CNC(=O)C1=C(OC=2N=CN=C(C21)NC2(CC2)C)C